(E)-4-chloro-N'-(1-(p-tolyl)ethylidene)benzohydrazide ClC1=CC=C(C(=O)N/N=C(\C)/C2=CC=C(C=C2)C)C=C1